2-(2-(difluoromethoxy)-7-methylquinoxalin-5-yl)benzo[d]thiazole FC(OC1=NC2=CC(=CC(=C2N=C1)C=1SC2=C(N1)C=CC=C2)C)F